C(C)OC(CC1=C(C=CC=C1)OCC=1C=C(C2=C(C=CO2)C1OCC1=CC=NC=C1)Br)=O 2-(2-((7-bromo-4-(pyridin-4-ylmethoxy)benzofuran-5-yl)methoxy)phenyl)acetic acid ethyl ester